2-[2-(1H-indol-2-ylmethyl-carbamoyl)indan-2-yl]acetic acid N1C(=CC2=CC=CC=C12)CNC(=O)C1(CC2=CC=CC=C2C1)CC(=O)O